2-(3'-tert-butyl-2'-hydroxy-5'-methyl-phenyl)-5-chloro-benzotriazole C(C)(C)(C)C=1C(=C(C=C(C1)C)N1N=C2C(=N1)C=CC(=C2)Cl)O